9,9'-(4-(3-(2,6-dimethylpyridin-3-yl)phenyl)pyridine-2,6-diyl)bis(N4,N4,N5,N5-tetraphenyl-9H-carbazole-4,5-diamine) CC1=NC(=CC=C1C=1C=C(C=CC1)C1=CC(=NC(=C1)N1C=2C=CC=C(C2C=2C(=CC=CC12)N(C1=CC=CC=C1)C1=CC=CC=C1)N(C1=CC=CC=C1)C1=CC=CC=C1)N1C=2C=CC=C(C2C=2C(=CC=CC12)N(C1=CC=CC=C1)C1=CC=CC=C1)N(C1=CC=CC=C1)C1=CC=CC=C1)C